4-[2-(methylamino)-4-(trifluoromethyl)phenyl]-N-[(3R)-1-methylpiperidin-3-yl]phthalazin-1-amine formate C(=O)O.CNC1=C(C=CC(=C1)C(F)(F)F)C1=NN=C(C2=CC=CC=C12)N[C@H]1CN(CCC1)C